C1(=CC=CC=C1)C1=C(C=CC=C1)S(=O)(=O)OC1=C(C=CC=C1)NC(=O)NC1=CC(=CC=C1)OS(=O)(=O)C1=C(C=CC=C1)C1=CC=CC=C1 N-[2-(o-phenylphenylsulfonyloxy)phenyl]-N'-[3-(o-phenylphenylsulfonyloxy)phenyl]urea